N-(5-(4-(5-chloro-4-fluoro-2-(2-hydroxypropan-2-yl)phenylamino)pyrimidin-2-ylamino)-2-((2R,4S)-2-((dimethylamino)methyl)-4-methylpyrrolidin-1-yl)-4-methoxyphenyl)acrylamide ClC=1C(=CC(=C(C1)NC1=NC(=NC=C1)NC=1C(=CC(=C(C1)NC(C=C)=O)N1[C@H](C[C@@H](C1)C)CN(C)C)OC)C(C)(C)O)F